C1CC12CN(C(C2)C(=O)OCC)C(=O)OC(C)(C)C 5-(tert-butyl) 6-ethyl 5-azaspiro[2.4]heptane-5,6-dicarboxylate